methyl 2-(3-bromo-2-methylphenyl)oxazolo[5,4-b]pyridine-6-carboxylate BrC=1C(=C(C=CC1)C=1OC2=NC=C(C=C2N1)C(=O)OC)C